N-(trans-4-morpholinocyclohexyl)-7H-pyrrolo[2,3-d]pyrimidin-4-amine O1CCN(CC1)[C@@H]1CC[C@H](CC1)NC=1C2=C(N=CN1)NC=C2